C1=C(C=CC2=CC=CC=C12)C=1C2=CC=CC=C2C(=C2C=CC(=CC12)C1=CC=C(C=C1)C1=NC2=C(N1)C=CC=C2)C2=CC1=CC=CC=C1C=C2 2-(4-(9,10-di(naphthalene-2-yl)anthracene-2-yl)phenyl)-1H-benzimidazole